(R*)-(8-methyl-10,11-dihydrobenzo[6,7]oxepino[3,2-b]pyridin-11-yl)methanamine CC=1C=CC2=C(C[C@@H](C3=NC=CC=C3O2)CN)C1 |o1:7|